The molecule is a trimethoxyflavone that is the 3,6,7-trimethyl ether derivative of quercetagetin. It has a role as an antineoplastic agent and a metabolite. It is a trihydroxyflavone and a trimethoxyflavone. It derives from a quercetagetin. COC1=C(C(=C2C(=C1)OC(=C(C2=O)OC)C3=CC(=C(C=C3)O)O)O)OC